FC1=C(C=CC=C1)NC(C(=O)N[C@H](C(N[C@@H](C[C@H]1C(NCC1)=O)C(COC1=NOC(=C1)C(F)(F)F)=O)=O)CC(C)C)=O N1-(2-fluorophenyl)-N2-((S)-4-methyl-1-oxo-1-(((S)-3-oxo-1-((S)-2-oxopyrrolidin-3-yl)-4-((5-(trifluoromethyl)isoxazol-3-yl)oxy)butan-2-yl)amino)pentan-2-yl)oxalamide